C(C)C(C(=O)O)CCCCCC.C(CCCCCCC)(=O)OCC ETHYL OCTANOATE (ethyl octanoate)